ClC1=NN(C=C1NC(OC(C)(C)C)=O)C=1C=NC=CC1 tert-butyl 3-chloro-1-(pyridin-3-yl)-1H-pyrazol-4-ylcarbamate